tert-Butyl 7-(6-((tert-butyldiphenylsilyl)oxy)-5-(((tert-butyldiphenylsilyl)oxy)methyl)hexyl)-3,4-dihydro-1,8-naphthyridine-1(2H)-carboxylate [Si](C1=CC=CC=C1)(C1=CC=CC=C1)(C(C)(C)C)OCC(CCCCC1=CC=C2CCCN(C2=N1)C(=O)OC(C)(C)C)CO[Si](C1=CC=CC=C1)(C1=CC=CC=C1)C(C)(C)C